(S)-N-((S)-1-hydroxy-3-((S)-2-oxopyrrolidin-3-yl)propan-2-yl)-6-(1H-indole-2-carbonyl)-6-azaspiro[3.4]octane-7-carboxamide OC[C@H](C[C@H]1C(NCC1)=O)NC(=O)[C@H]1N(CC2(CCC2)C1)C(=O)C=1NC2=CC=CC=C2C1